N-allyl-N-(6-chlorohexynyl)o-chlorobenzenesulfonamide C(C=C)N(S(=O)(=O)C1=C(C=CC=C1)Cl)C#CCCCCCl